N-(5-((3-((4-methylthiazol-2-yl)methyl)piperidin-1-yl)methyl)thiazol-2-yl)acetamide CC=1N=C(SC1)CC1CN(CCC1)CC1=CN=C(S1)NC(C)=O